ClC=1C=C(C=CC1)C1=CC=C(S1)N 5-(3-chlorophenyl)thiophen-2-amine